CN(C(=O)C=1C=C2N=C(C=NC2=CC1)C=1C=C2C=CN(C(C2=CC1)=O)C)CC1COC1 N-methyl-3-(2-methyl-1-oxo-1,2-dihydro-6-isoquinolinyl)-N-(3-oxetanylmethyl)-6-quinoxalinecarboxamide